BrC=1C(=C(C=2N(C1)C=C(N2)CCC(C)(O)C)F)OC 4-(6-bromo-8-fluoro-7-methoxyimidazo[1,2-a]pyridin-2-yl)-2-methylbutan-2-ol